1,2-dihydroxyanthracene-9,10-dione OC1=C(C=CC=2C(C3=CC=CC=C3C(C12)=O)=O)O